ClC1=C(C(=O)N2COC3=C(C2)C=CC=C3C3=CC(=C(C(=O)O)C=C3F)N3C2COCC3CC2)C(=CC(=C1)N1CC2(C1)CC1(OCCCO1)C2)Cl 4-[3-[2,6-Dichloro-4-(7,11-dioxa-2-azadispiro[3.1.56.14]dodec-2-yl)benzoyl]-2,4-dihydro-1,3-benzoxazin-8-yl]-5-fluoro-2-(3-oxa-8-azabicyclo[3.2.1]oct-8-yl)benzoic acid